trifluoromethanesulfonic acid silicon [Si].FC(S(=O)(=O)O)(F)F